BrC1=CC=C(C=C1)N1C(N(C(C1(C)C)=O)CC1=NC=C(C=C1)C=1OC(=NN1)C(F)F)=O 1-(4-bromophenyl)-3-((5-(5-(difluoromethyl)-1,3,4-oxadiazol-2-yl)pyridin-2-yl)methyl)-5,5-dimethylimidazolidin-2,4-dione